ClC1=CC=C2C(=N1)N(C=C2)CC=2SC=CC2 6-chloro-1-[(thiophen-2-yl)methyl]-1H-pyrrolo[2,3-b]pyridine